Cl.CN(C(=O)C=1C=NN2C1CNCC2)C2(CC2)C2=NC=C(C=N2)C(=O)O 2-(1-(N-methyl-4,5,6,7-tetrahydropyrazolo[1,5-a]pyrazine-3-carboxamido)cyclopropyl)pyrimidine-5-carboxylic acid hydrochloride